[H-].N[C@@H](C)C(=O)O.[Na+] sodium alaninate hydride